C(CC)OC(C)OCCC1=CC=CC=C1 (2-(1-Propoxyethoxy)ethyl)benzol